C(C=C)(=O)NC1=C(C(=O)NC2=CC(=NN2)CCC2=CC(=CC(=C2)OC)OC)C=CC(=C1)N1CCN(CC1)CCC(F)(F)F 2-acrylamido-N-(3-(3,5-dimethoxyphenethyl)-1H-pyrazol-5-yl)-4-(4-(3,3,3-trifluoropropyl)piperazin-1-yl)benzamide